ClC=1C=CC2=C(SC(=C2)C(C(=C)C2=CC=C(C=C2)C)=O)C1 1-(6-chlorobenzo[b]thiophen-2-yl)-2-(p-tolyl)prop-2-en-1-one